N=NNNNNN heptazene